(R)-N-(1-(3-benzyl-3,7-dimethyl-9-oxo-1,2,3,9-tetrahydropyrrolo[2,1-b]quinazolin-5-yl)ethylidene)-2-methylpropane-2-sulfinamide C(C1=CC=CC=C1)C1(CCN2C1=NC=1C(=CC(=CC1C2=O)C)C(C)=N[S@](=O)C(C)(C)C)C